FC1=C(C(=CC=C1)OC)C1(CC1)NCC(=O)N1CC2CCC(C1)N2C2=NC=C(C#N)C=C2 6-(3-((1-(2-fluoro-6-methoxyphenyl)cyclopropyl)glycyl)-3,8-diazabicyclo[3.2.1]octan-8-yl)nicotinonitrile